C[C@H]1CN(C[C@H](C1)C)C1=NC(=CC=C1C(=O)NS(=O)(=O)C1=CC=NN1)C1=CC(=CC(=C1)OCC(C)C)F 2-[(3R,5S)-3,5-Dimethyl-1-piperidyl]-6-(3-fluoro-5-isobutoxyphenyl)-N-(1H-pyrazol-5-ylsulfonyl)pyridin-3-carboxamid